5-(1H-pyrazol-4-yl)benzoate N1N=CC(=C1)C=1C=CC=C(C(=O)[O-])C1